BrC1=CC=C(S1)C(C)=O 1-(5-bromothien-2-yl)ethan-1-one